F[C@H]1[C@H]2[C@@H]([C@@H]([C@@H](C1)O2)C(=O)NC=2C=NC(=CC2)OC)C2=CC(=NC=C2)C (1R,2S,3S,4R,5R)-5-fluoro-N-(6-methoxypyridin-3-yl)-3-(2-methylpyridin-4-Yl)-7-oxabicyclo[2.2.1]Heptane-2-carboxamide